N-(4-chloro-2-pyridinyl)-2-methyl-pyrimidin-4-amine ClC1=CC(=NC=C1)NC1=NC(=NC=C1)C